N-(4-(2-(2,6-dioxopiperidin-3-yl)-1-oxoisoindolin-4-yl)but-3-yn-1-yl)-5-(8-(5-isopropyl-1-methyl-2-oxo-1,2,3,4-tetrahydroquinolin-7-yl)isoquinolin-3-yl)picolinamide O=C1NC(CCC1N1C(C2=CC=CC(=C2C1)C#CCCNC(C1=NC=C(C=C1)C=1N=CC2=C(C=CC=C2C1)C1=CC(=C2CCC(N(C2=C1)C)=O)C(C)C)=O)=O)=O